7-chloro-5-(4,4,5,5-tetramethyl-1,3,2-dioxaborolan-2-yl)-1H-indazol-3-amine ClC=1C=C(C=C2C(=NNC12)N)B1OC(C(O1)(C)C)(C)C